Methyl 2-methyl-3-oxo-3,4-dihydrobenzo[f]quinoxaline-6-carboxylate CC=1C(NC=2C=C(C3=C(C2N1)C=CC=C3)C(=O)OC)=O